N=1N(C=C2C1N=CC=C2)C[C@@]2(C[C@]1(CN(C(O1)=O)C1=NC=C(N=C1)P(=O)(C)C)CCC2)C (5s,7s)-7-((2H-pyrazolo[3,4-b]pyridin-2-yl)methyl)-3-(5-(dimethylphosphoryl)pyrazin-2-yl)-7-methyl-1-oxa-3-azaspiro[4.5]decan-2-one